C(C)OCC1=NN=C(S1)C1=NC=C(C=C1N)S(=O)(=O)C1=CC=C(C=C1)OC(F)(F)F 2-[5-(ethoxymethyl)-1,3,4-thiadiazol-2-yl]-5-[4-(trifluoromethoxy)benzene-1-sulfonyl]pyridin-3-amine